1-[4-[(5-Cyclopropyl-1H-pyrazol-3-yl)amino]pyrimidin-2-yl]-N,N-dimethyl-piperidine-3-carboxamide C1(CC1)C1=CC(=NN1)NC1=NC(=NC=C1)N1CC(CCC1)C(=O)N(C)C